[5-(trifluoromethyl)-3-pyridyl]amine FC(C=1C=C(C=NC1)N)(F)F